((perfluorophenoxy)(phenoxy)phosphoryl)-L-alanine 3,3-dimethylpentanoate CC(CC(=O)O)(CC)C.FC1=C(OP(=O)(OC2=CC=CC=C2)N[C@@H](C)C(=O)O)C(=C(C(=C1F)F)F)F